CC1=C(C(=O)NC=2OC=NN2)C=CC(=C1[S@](=O)C)C(F)(F)F |r| 2-methyl-N-(1,3,4-oxadiazol-2-yl)-3-[(rac)-methylsulfinyl]-4-(trifluoromethyl)benzamide